2-chloro-6-(2,3-dichlorobenzyl)-4-((3,4-dimethylbenzyl)amino)-5,6-dihydro-7H-pyrrolo[3,4-d]pyrimidin-7-one ClC=1N=C(C2=C(N1)C(N(C2)CC2=C(C(=CC=C2)Cl)Cl)=O)NCC2=CC(=C(C=C2)C)C